CN1C(=NN=C1)SC(C)C1=CC(=NC(=C1)NC1COCC1)N1C(C2=CC=CC(=C2C1)C(F)(F)F)=O 2-(4-(1-((4-methyl-4H-1,2,4-triazol-3-yl)thio)ethyl)-6-((tetrahydrofuran-3-yl)amino)pyridin-2-yl)-4-(trifluoromethyl)isoindolin-1-one